5-(tert-butyl)-N-((2s,4r)-6-(6-(1-methyl-1H-pyrazol-4-yl)pyrazolo[1,5-a]pyrazin-4-yl)-6-azaspiro[3.4]octan-2-yl)-1,2,4-oxadiazole-3-carboxamide C(C)(C)(C)C1=NC(=NO1)C(=O)NC1CC2(C1)CN(CC2)C=2C=1N(C=C(N2)C=2C=NN(C2)C)N=CC1